C1(CC1)CC1=C(C(=NN1C=1SC=C(N1)C(=O)O)C=1C=C(C=CC1)C1=CC=C(C=C1)C(C)C)CC1=CC(=C(C=C1)S(N)(=O)=O)F 2-(5-(cyclopropylmethyl)-4-(3-fluoro-4-sulfamoylbenzyl)-3-(4'-isopropyl-[1,1'-biphenyl]-3-yl)-1H-pyrazol-1-yl)thiazole-4-carboxylic acid